6-chloro-1H,2H,3H-pyrido[2,3-b][1,4]oxazine ClC=1C=CC2=C(OCCN2)N1